OS(=O)(=O)C(F)(F)F.CC=1N(C=CN1)CCCCN1C(=NC=C1)C 1,4-bis(2-methyl-1H-imidazole-1-yl)butane triflate